(tert-butoxycarbonyl)-3-methylazetidine-3-carboxylic acid C(C)(C)(C)OC(=O)N1CC(C1)(C(=O)O)C